FC1(CC(C1)C=O)F 3,3-difluorocyclobutanal